(R)-(1,3-Dimethyl-azetidin-3-yl)-(4-isopropyl-phenyl)-{5-[5-(6-oxa-spiro[2.5]oct-1-yl)-[1,2,4]oxadiazol-3-yl]-pyridin-3-yl}-methanol CN1CC(C1)(C)[C@@](O)(C=1C=NC=C(C1)C1=NOC(=N1)C1CC12CCOCC2)C2=CC=C(C=C2)C(C)C